3-(((R)-7-((2S,4R)-2-(3,4-difluorophenyl)-4-(methylamino)piperidine-1-carbonyl)-7-azaspiro[4.5]dec-10-yl)methyl)-6-(2-methoxyphenyl)pyrimidin-4(3H)-one FC=1C=C(C=CC1F)[C@H]1N(CC[C@H](C1)NC)C(=O)N1CC2(CCCC2)[C@@H](CC1)CN1C=NC(=CC1=O)C1=C(C=CC=C1)OC